C(C)OC1=NC=CC(=N1)C1=CC=C(CN2C=CC3=C(C=CC(=C23)C(=O)NC2CC3(CCC3)C2)F)C=C1 6-(1-(4-(2-Ethoxypyrimidin-4-yl)benzyl)-4-fluoro-1H-indol-7-carboxamido)spiro[3.3]heptan